N-(1-((1r,3r)-3-morpholinylcyclobutyl)-3-(pyrazin-2-yl)-1H-pyrazol-4-yl)-2-(1H-pyrazol-4-yl)oxazole-4-carboxamide N1(CCOCC1)C1CC(C1)N1N=C(C(=C1)NC(=O)C=1N=C(OC1)C=1C=NNC1)C1=NC=CN=C1